(S)-N-(5-Bromo-2-(3,4-dimethylpiperazin-1-yl)-4-fluorophenyl)-6-methoxy-4-(trifluoromethyl)nicotinamide BrC=1C(=CC(=C(C1)NC(C1=CN=C(C=C1C(F)(F)F)OC)=O)N1C[C@@H](N(CC1)C)C)F